C(C)(C)(C)OC(=O)N(C(=S)N)C(=O)OC(C)(C)C N,N-bis(t-butoxycarbonyl)thiourea